C(CCCCCCCCCCC)(=O)N[C@@H](C)C(=O)O.N(CCO)(CCO)CCO triethanolamine lauroyl-alaninate